N-(5-cyclopentyl-1H-pyrazol-3-yl)-2-[4-[(isopropylamino)methyl]-2-azabicyclo[2.1.1]hex-2-yl]pyrimidin-4-amine C1(CCCC1)C1=CC(=NN1)NC1=NC(=NC=C1)N1C2CC(C1)(C2)CNC(C)C